CSC DiMethylSulfid